ClC1=C(C=CC(=N1)NC(OCC=1C=C2C(N(CC2=CC1)C1C(NC(CC1)=O)=O)=O)=O)C (2-(2,6-dioxopiperidin-3-yl)-3-oxoisoindolin-5-yl)methyl (6-chloro-5-methylpyridin-2-yl)carbamate